5-(benzo[d][1,3]dioxan-5-yl)-4-(3,4,5-trimethoxyphenyl)pyrimidine O1COCC2=C1C=CC=C2C=2C(=NC=NC2)C2=CC(=C(C(=C2)OC)OC)OC